N-((1H-imidazol-4-yl)methyl)-4-(pyridin-2-yl)thiophen-3-amine N1C=NC(=C1)CNC1=CSC=C1C1=NC=CC=C1